COC=1C(=CC2=CN(N=C2C1)C1CCC2(COC(N2C)=O)CC1)C(=O)O 6-Methoxy-2-((5s,8s)-1-methyl-2-oxo-3-oxa-1-azaspiro[4.5]decan-8-yl)-2H-indazole-5-carboxylic acid